tert-butyl (3S)-3-(4-amino-5-bromo-2-fluoro-phenoxy)pyrrolidine-1-carboxylate NC1=CC(=C(O[C@@H]2CN(CC2)C(=O)OC(C)(C)C)C=C1Br)F